FC=1C=C(C=CC1)N(C(=O)OCC1CCC(CC1)COCC(=O)O)C1=CC(=CC=C1)OC(F)(F)F 2-(((1r,4r)-4-(((3-fluorophenyl)(3-(trifluoro-methoxy)phenyl)carbamoyl-oxy)methyl)cyclohexyl)methoxy)acetic acid